NC1=CC=C(OC2=CC(=C(C=C2)N)C(C)C)C=C1 4-(4-aminophenoxy)-2-isopropylbenzenamine